N-[(4-ethyl-1,3-thiazol-2-yl)methyl]-1-[5-(pyridin-4-yl)-1H-pyrazole-3-carbonyl]piperidine-4-carboxamide C(C)C=1N=C(SC1)CNC(=O)C1CCN(CC1)C(=O)C1=NNC(=C1)C1=CC=NC=C1